Allyl (7R,5S)-6,6-dimethylbicyclo[3.1.1]hept-2-ene-2-carboxylate CC1([C@H]2CC=C(C1C2)C(=O)OCC=C)C